2-acetamido-1,3,4,6-tetra-O-acetyl-2-deoxy-D-galactopyranose C(C)(=O)N[C@H]1C(OC(C)=O)O[C@@H]([C@@H]([C@@H]1OC(C)=O)OC(C)=O)COC(C)=O